6-(4-chloro-2-fluoro-3-methylphenyl)-5-fluoropyridine-2-carboxylic acid ClC1=C(C(=C(C=C1)C1=C(C=CC(=N1)C(=O)O)F)F)C